Cl.[Cl-].NCC(CNC(=O)OC[N+]1=C(N(C=C1)CC1CCC=2N(C3=CC=CC=C3C2C1=O)C)C)C 3-[[[[(3-amino-2-methylpropyl)amino]carbonyl]oxy]methyl]-2-methyl-1-[(2,3,4,9-tetrahydro-9-methyl-4-oxo-1H-carbazol-3-yl)methyl]-1H-imidazolium chloride hydrochloride